O=C1NC(CCC1N1C=NC2=C1C=CC(=C2)OS(=O)(=O)F)=O 1-(2,6-dioxo-3-piperidyl)-5-fluorosulfonyloxy-benzimidazole